OC(CCCCCCCCC(=O)O)CC=CCC=CCCCCCCCCCCCCCC 10-Hydroxy-triaconta-12,15-dienoic acid